C(#N)/N=C(\NCC1=CN=C(S1)C(=O)N1CCC2=C(C=CC=C12)C1=CC(=CC=C1)O)/NC1=CC=NC=C1 (E)-2-cyano-1-({2-[4-(3-hydroxyphenyl)indolin-1-carbonyl]thiazol-5-yl}methyl)-3-(pyridin-4-yl)guanidine